C1(CC1)C1=NC2=CC=CC=C2[C@@H]([C@H]1C)NC1=CC=C(C=C1)C1CC1 (2S,3R,4R)-2-cyclopropyl-4-((4-cyclopropylphenyl)amino)-3-methyl-3,4-dihydroquinolin